COC1=CC=C(C=N1)OC1=CC=C(C(=O)O)C=C1 4-[(6-methoxypyridin-3-yl)oxy]benzoic acid